C12(CC3CC(CC(C1)C3)C2)CN2C=C(C=CC2=O)C=2C(=NC(=CC2)N2CC3=C(C=CC=C3CC2)C(NC=2SC3=C(N2)C=CC=C3)=O)C(=O)OC(C)(C)C tert-butyl 1'-(tricyclo[3.3.1.13,7]dec-1-ylmethyl)-6-(8-(benzo[d]thiazol-2-ylcarbamoyl)-3,4-dihydroisoquinolin-2(1H)-yl)-6'-oxo-1',6'-dihydro-[3,3'-bipyridine]-2-carboxylate